ClC1=CC=C(CC2=NC3=C4C(=CC=C3C(=C2O)C(=O)O)CCCC4)C=C1 2-(4-Chlorobenzyl)-3-hydroxy-7,8,9,10-tetrahydrobenzo(H)quinoline-4-carboxylic acid